COC=1C=C2C(NC(NC2=CC1OCCCN1CCCC1)=O)=O 6-methoxy-7-[3-(1-pyrrolidinyl)propoxy]-2,4(1H,3H)-quinazolinedione